5-(4-((1-(4-((S)-2-(3-Chloro-4-cyanophenyl)-3-methyl-2,8-diazaspiro[4.5]decan-8-yl)benzoyl)piperidin-4-yl)methyl)piperazin-1-yl)N-(2,6-dioxopiperidin-3-yl)picolinamide ClC=1C=C(C=CC1C#N)N1CC2(C[C@@H]1C)CCN(CC2)C2=CC=C(C(=O)N1CCC(CC1)CN1CCN(CC1)C=1C=CC(=NC1)C(=O)NC1C(NC(CC1)=O)=O)C=C2